ClC1=CC=C(N=N1)N1C[C@H](CC1)N(C(OC(C)(C)C)=O)CC1CC1 tert-butyl N-[(3S)-1-(6-chloropyridazin-3-yl)pyrrolidin-3-yl]-N-(cyclopropylmethyl)carbamate